bisphosphate-spiro[5.5]undecane C1CCCCC12CCCCC2.P(=O)(O)(O)O.P(=O)(O)(O)O